(2S,3S)-2-[(2S)-2-amino-5-[(4-methyl-1,3-thiazol-2-yl)amino]pentanamido]-N,3-dimethylpentanamide N[C@H](C(=O)N[C@H](C(=O)NC)[C@H](CC)C)CCCNC=1SC=C(N1)C